S1C(=NC2=C1C=CC=C2)N(C2=CC=C(C=N2)C2=C1C=C(C(=CC1=CC1=C2C(OC1)=O)OC)OC)C 9-(6-(benzo[d]thiazol-2-yl(methyl)amino)pyridin-3-yl)-6,7-dimethoxynaphtho[2,3-c]furan-1(3H)-one